(R)-6-(3-(dimethylamino)pyrrolidin-1-yl)-5-nitro-2-(2,2,2-Trifluoroethoxy)pyridin-3-amine CN([C@H]1CN(CC1)C1=C(C=C(C(=N1)OCC(F)(F)F)N)[N+](=O)[O-])C